(2S)-2-amino-3-{4-[(propane-2-ylsulfanyl)carbonyl]phenyl}propanoic acid N[C@H](C(=O)O)CC1=CC=C(C=C1)C(=O)SC(C)C